O.O[C@@H](C[N+](C)(C)C)CC([O-])=O L-carnitine monohydrate